FC(OC=1C(=CC(=NC1)C=C)C1=NC=2C=CC3=C(C2C=C1)C1=C(S3)C(N[C@@H](CN1)C)=O)F (R)-3-(5-(difluoromethoxy)-2-vinylpyridin-4-yl)-10-methyl-9,10,11,12-tetrahydro-8H-[1,4]diazepino[5',6':4,5]thieno[3,2-f]quinolin-8-one